ethyl (E)-4,4-dimethylpent-2-enoate CC(/C=C/C(=O)OCC)(C)C